P(=O)(O)(O)OCCCCCCCCCCCCCCCCCCCCCC behenyl alcohol phosphate